C1(CC1)C=1C=NN2C1N=C(N=C2NCC2=NC1=C(N2)C=CC(=C1F)F)S(=O)(=O)C 8-cyclopropyl-N-[(4,5-difluoro-1H-benzimidazol-2-yl)methyl]-2-(methanesulfonyl)pyrazolo[1,5-a][1,3,5]triazin-4-amine